C1(=CC=CC=C1)C1(CCCCC1)CN1N=CC(=C1)B1OC(C(O1)(C)C)(C)C 1-((1-phenylcyclohexyl)methyl)-4-(4,4,5,5-tetramethyl-1,3,2-dioxaborolan-2-yl)-1H-pyrazole